C[Si](OC1=C(CC1)O[Si](C)(C)C)(C)C 1,2-bis((trimethylsilyl)oxy)cyclobut-1-ene